methyl 3-(1-aminocyclopropyl)benzoate hydrochloride Cl.NC1(CC1)C=1C=C(C(=O)OC)C=CC1